COC1=CC=C(C=C1)N1N=CC2=C(C=C(C=C12)C(=O)N[C@H](C)C=1C=NC(=NC1)C(F)(F)F)C=1SC(=CN1)C (R)-1-(4-methoxyphenyl)-4-(5-methylthiazol-2-yl)-N-(1-(2-(trifluoromethyl)pyrimidin-5-yl)ethyl)-1H-indazole-6-carboxamide